tert-butyl {[6'-(benzyloxy)-8'-fluoro-3',4'-dihydro-1'H-spiro[[1,3]dioxolane-2,2'-naphthalen]-7'-yl]({[(prop-2-en-1-yl)oxy]carbonyl}sulfamoyl)amino}acetate C(C1=CC=CC=C1)OC=1C=C2CCC3(CC2=C(C1N(S(NC(=O)OCC=C)(=O)=O)CC(=O)OC(C)(C)C)F)OCCO3